4-O-beta-D-galactopyranosyl-D-fructose C([C@@H]1[C@@H]([C@@H]([C@H]([C@@H](O1)O[C@H]([C@@H](CO)O)[C@@H](C(=O)CO)O)O)O)O)O